4-(5-bromo-4-fluoro-2-formylphenyl)piperazine-1-carboxylic acid tert-butyl ester C(C)(C)(C)OC(=O)N1CCN(CC1)C1=C(C=C(C(=C1)Br)F)C=O